1-(4-methoxynaphthalene-1-yl)-2-(4-methoxy-3-nitrophenyl)ethane COC1=CC=C(C2=CC=CC=C12)CCC1=CC(=C(C=C1)OC)[N+](=O)[O-]